FC1=C(C=O)C=CC(=C1)F 2,4-difluoro-benzaldehyde